N-(2-(2-tert-butyl-5-methylphenoxy)-4-chlorophenyl)-1-methyl-3-difluoromethyl-1H-pyrazole-4-carboxamide C(C)(C)(C)C1=C(OC2=C(C=CC(=C2)Cl)NC(=O)C=2C(=NN(C2)C)C(F)F)C=C(C=C1)C